C(C)(C)(C)OC(=O)NC(C(=O)OC(C)(C)C)CC(CF)(C)C tert-butyl 2-(tert-butoxycarbonylamino)-5-fluoro-4,4-dimethylpentanoate